N[C@@H](COC1=NC=C(C=C1[C@@H]1N(C[C@H](C1)F)C1=NC=2N(C=C1)N=CC2C(=O)O)F)C 5-((2R,4S)-2-(2-((R)-2-aminopropoxy)-5-fluoropyridin-3-yl)-4-fluoropyrrolidin-1-yl)pyrazolo[1,5-a]pyrimidine-3-carboxylic acid